(Z,Z)-4,7-Decadien-1-ol C(CC\C=C/C\C=C/CC)O